[2-(2,5-difluorophenyl)ethyl]azetidin-3-amine FC1=C(C=C(C=C1)F)CCN1CC(C1)N